CC1=C(C(=C(C=C1)C)C)C 1,2,3,4-tetramethyl-benzene